OC=1C=C(C=CC1N1CCOCC1)B(O)O 3-HYDROXY-4-MORPHOLINOPHENYLBORONIC ACID